C(C1=CC=CC=C1)N1CCC2(CC1)C(C1=CC=C(C=C1C2)C)=O benzyl-5-methyl-spiro[indene-2,4'-piperidin]-1(3H)-one